1-[5-(5-chloro-2-methoxypyridin-4-yl)-1H-pyrazole-3-carbonyl]-N-[(4-cyanopyridin-2-yl)methyl]piperidine-4-carboxamide ClC=1C(=CC(=NC1)OC)C1=CC(=NN1)C(=O)N1CCC(CC1)C(=O)NCC1=NC=CC(=C1)C#N